CN1N=CC(=C1)CCOC1=NC(=CC(=N1)N1N=C(C=C1)C(=O)OCC)N1CCOCC1 ethyl 1-(2-(2-(1-methyl-1H-pyrazol-4-yl)ethoxy)-6-morpholinopyrimidin-4-yl)-1H-pyrazole-3-carboxylate